3-[1-(2,6-dichloro-3-fluoro-phenyl)-ethoxy]-5-{4-[2-(1-methyl-pyrrolidin-2-yl)-ethoxy]-phenyl}-pyridin-2-ylamine ClC1=C(C(=CC=C1F)Cl)C(C)OC=1C(=NC=C(C1)C1=CC=C(C=C1)OCCC1N(CCC1)C)N